3,3-Bis(4-hydroxy-2-methyl-5-propan-2-ylphenyl)-2-benzofuran-1-on OC1=CC(=C(C=C1C(C)C)C1(OC(C2=C1C=CC=C2)=O)C2=C(C=C(C(=C2)C(C)C)O)C)C